3-(1-benzylpyridin-1-ium-4-yl)azetidine-1-carboxylic acid tert-butyl ester C(C)(C)(C)OC(=O)N1CC(C1)C1=CC=[N+](C=C1)CC1=CC=CC=C1